4-(anthracene-9-yl)-1-chlorodibenzofuran C1=CC=CC2=CC3=CC=CC=C3C(=C12)C1=CC=C(C2=C1OC1=C2C=CC=C1)Cl